3-([1,1'-biphenyl]-4-yl)-1-cyclopentylpiperidin-3-ol C1(=CC=C(C=C1)C1(CN(CCC1)C1CCCC1)O)C1=CC=CC=C1